C(C)(C)(C)[Si](O[C@H]1CNCC1)(C1=CC=CC=C1)C1=CC=CC=C1 tert-butyl-diphenyl-[(3R)-pyrrolidin-3-yl]oxy-silane